(2S,3R,5R)-4-[[3-(2-Fluoro-6-methoxy-phenyl)-5-methyl-5-(trifluoromethyl)tetrahydrofuran-2-carbonyl]amino]pyridin-2-carboxamid FC1=C(C(=CC=C1)OC)[C@@H]1[C@H](O[C@](C1)(C(F)(F)F)C)C(=O)NC1=CC(=NC=C1)C(=O)N